4-bis(2-chloroethyl)aminophenyl-N-butylpropionamide ClCCN(C1=CC=C(C=C1)C(C(=O)NCCCC)C)CCCl